NC1=C(C=C(C=N1)NC(C(=O)N1[C@@H](CC[C@H](C1)C)C=1C=NC=2NC(CCC2C1)=O)=O)C |r| rac-N-(6-Amino-5-methyl-3-pyridyl)-2-[(2S,5R)-5-methyl-2-(7-oxo-6,8-dihydro-5H-1,8-naphthyridin-3-yl)-1-piperidyl]-2-oxo-acetamide